1-(propane-2-yl)-1H-pyrazol-4-amine hydrochloride Cl.CC(C)N1N=CC(=C1)N